5,7-dihydroxy-6-methoxy-2-phenylbenzopyran-4-one OC1=C(C(=CC2=C1C(C=C(O2)C2=CC=CC=C2)=O)O)OC